C(C1=CC=CC=C1)N1CC2(C1)CCOCC2 2-benzyl-7-oxa-2-azaspiro[3.5]nonane